4-((4-(3-(4-Cyano-3-(trifluoromethyl)phenyl)-5,5-dimethyl-4-oxo-2-thioxoimidazolidin-1-yl)-2-ethylphenoxy)methyl)piperidine-1-carboxylic acid tert-butyl ester C(C)(C)(C)OC(=O)N1CCC(CC1)COC1=C(C=C(C=C1)N1C(N(C(C1(C)C)=O)C1=CC(=C(C=C1)C#N)C(F)(F)F)=S)CC